I[SiH](CCCN1C(NCC1)=O)CO 1-[3-(iodohydroxymethylsilyl)propyl]-2-imidazolidinone